N-(3-(6-(6-methylpyridin-3-yl)quinazolin-8-yl)phenyl)acrylamide CC1=CC=C(C=N1)C=1C=C2C=NC=NC2=C(C1)C=1C=C(C=CC1)NC(C=C)=O